bis(4-fluorobenzoyl)-1,10-decanediamine FC1=CC=C(C(=O)C(CCCCCCCCCN)(N)C(C2=CC=C(C=C2)F)=O)C=C1